4-hydroxy-N-[[4-(4-methyl-1,3-thiazol-5-yl)phenyl]methyl]pyrrolidine-2-carboxamide OC1CC(NC1)C(=O)NCC1=CC=C(C=C1)C1=C(N=CS1)C